2-(((1R,5S,6r)-3-(3-iodo-1-(tetrahydro-2H-pyran-2-yl)-1H-pyrazolo[3,4-b]pyrazin-6-yl)-6-(4-methylthiazol-2-yl)-3-azabicyclo[3.1.0]hexan-6-yl)methyl)isoindoline-1,3-dione IC1=NN(C2=NC(=CN=C21)N2C[C@H]1C([C@H]1C2)(C=2SC=C(N2)C)CN2C(C1=CC=CC=C1C2=O)=O)C2OCCCC2